Methyl (1R,3r,5S)-8-azabicyclo[3.2.1]octane-3-carboxylate hydrochloride Cl.[C@H]12CC(C[C@H](CC1)N2)C(=O)OC